sodium tricarbonate C(=O)([O-])OC(=O)OC(=O)[O-].[Na+].[Na+]